N[C@H](C(=O)O)CC1=CC=NC=C1 (S)-2-amino-3-(pyridin-4-yl)propionic acid